O=C1NC(CCC1N1C(C=2C=3C(=CC=CC13)C=CC2C=O)=O)=O 1-(2,6-dioxo-3-piperidyl)-2-oxo-benzo[ct]indole-3-carbaldehyde